N(=[N+]=[N-])C[C@H](C1=CC(=CC(=C1)F)Cl)NC(=O)C=1N=CN(C1)C1=NC(=NC=C1C)NC1CCOCC1 (S)-N-(2-Azido-1-(3-chloro-5-fluorophenyl)ethyl)-1-(5-methyl-2-((tetrahydro-2H-pyran-4-yl)amino)pyrimidin-4-yl)-1H-imidazole-4-carboxamide